4,6-dichloro-5-(2,2-diethoxyethyl)pyrimidine ClC1=NC=NC(=C1CC(OCC)OCC)Cl